FC1=C(C=CC=C1C[C@@H]1N(CC2(CC2)[C@@H]1NS(=O)(=O)CF)C(=O)N[C@@H](C(F)(F)F)C)C1=CC=CC=C1 (6S,7S)-6-((2-fluoro-[1,1'-biphenyl]-3-yl)methyl)-7-((fluoromethyl)sulfonamido)-N-((R)-1,1,1-trifluoropropan-2-yl)-5-azaspiro[2.4]heptane-5-carboxamide